tetradecenylamine C(=CCCCCCCCCCCCC)N